N-(phenyl(4-(piperazin-1-yl)phenyl)methyl)-2-oxo-6-(trifluoromethyl)-1,2-dihydropyridine-3-carboxamide C1(=CC=CC=C1)C(NC(=O)C=1C(NC(=CC1)C(F)(F)F)=O)C1=CC=C(C=C1)N1CCNCC1